FC=1C=C(CN2CCC(CC2)N)C=C(C1OC)F 1-(3,5-difluoro-4-methoxybenzyl)piperidin-4-amine